BrC1=CC=C2CCCC(C2=C1)NC(O[C@@H]1CN2CCC1CC2)=O (S)-quinuclidin-3-yl (7-bromo-1,2,3,4-tetrahydronaphthalen-1-yl)carbamate